N(CC(=O)O)(CC(=O)O)CC(=O)[O-].[Li+] monolithium nitrilotriacetate